CC1=CC=C(C=C1)S(=O)(=O)NC1=C(C=CC=C1)\N=N\C1=CC=CC=C1 (E)-4-methyl-N-(2-(phenyldiazenyl)phenyl)benzenesulfonamide